1-hydroxy-6,6,9-trimethyl-3-pentyl-N-(pyridin-3-ylmethyl)-6a,7,8,10a-tetrahydro-6H-benzo[c]chromene-2-carboxamide OC1=C2C3C(C(OC2=CC(=C1C(=O)NCC=1C=NC=CC1)CCCCC)(C)C)CCC(=C3)C